CC12CCC(C3=C1N=C(N=N3)C3=NC(=CC=C3)C=3N=NC1=C(N3)C3(CCC1(C3(C)C)C)C)(C2(C)C)C 2,6-bis(5,6,7,8-tetrahydro-5,8,9,9-tetramethyl-5,8-methano-1,2,4-benzotriazin-3-yl)pyridine